FC=1C=C(C=CC1)C1=NN=C(S1)CC=1OC=C(N1)C(=O)OCC ethyl 2-((5-(3-fluorophenyl)-1,3,4-thiadiazol-2-yl)methyl)oxazole-4-carboxylate